C(CCCCCCCC)OC(CCCCCCC(=O)O)=O 8-(nonyloxy)-8-oxooctanoic acid